{(1R)-2-[(di-tert-butoxyphosphoryl)oxy]-1-[4-(1H-1,2,4-triazol-1-yl)phenyl]ethyl}benzyl carbamate C(N)(OC(C1=CC=CC=C1)[C@@H](COP(=O)(OC(C)(C)C)OC(C)(C)C)C1=CC=C(C=C1)N1N=CN=C1)=O